2-t-butyl-6-[(3-t-butyl-2-hydroxy-5-methylphenyl) methyl]-4-methylphenyl acrylate C(C=C)(=O)OC1=C(C=C(C=C1CC1=C(C(=CC(=C1)C)C(C)(C)C)O)C)C(C)(C)C